(R)-2-(7-chloro-4-oxoquinazolin-3(4H)-yl)-N-(4-(3-methoxypyridin-2-yl)phenyl)propanamide ClC1=CC=C2C(N(C=NC2=C1)[C@@H](C(=O)NC1=CC=C(C=C1)C1=NC=CC=C1OC)C)=O